oxalate sodium salt [Na+].C(C(=O)[O-])(=O)[O-].[Na+]